(4-(3-methoxyoxetan-3-yl)-2-methylphenyl)(4-(4-(trifluoromethyl)phenoxy)piperidin-1-yl)methanone COC1(COC1)C1=CC(=C(C=C1)C(=O)N1CCC(CC1)OC1=CC=C(C=C1)C(F)(F)F)C